FC(C1(CC1)C=1NC(=NN1)C1=CC=C(C=C1)C1CN(C1)C(=O)OC(C)(C)C)(F)F Tert-Butyl 3-[4-[5-[1-(trifluoromethyl)cyclopropyl]-4H-1,2,4-triazol-3-yl]phenyl]azetidine-1-carboxylate